mercaptosodium S[Na]